2-(2-propenyloxy)ethanol C(C=C)OCCO